3-(4-methylbenzyl)-4-methyl-1-tosyl-1H-pyrrole CC1=CC=C(CC2=CN(C=C2C)S(=O)(=O)C2=CC=C(C)C=C2)C=C1